C(C)(C)(C)OC(=O)NC(C(=O)OCCCC)CCS(=O)(=N)CCC1(CCC1)C1=NC=CC=C1 butyl 2-((tert-butoxycarbonyl)amino)-4-(2-(1-(pyridin-2-yl)cyclobutyl)ethylsulfonimidoyl)butanoate